C(C)(=O)C1=C(C=C(C=C1)OC)OS(=O)(=O)C1=C(C=CC(=C1)OC)OC 2-acetyl-5-methoxyphenyl-2,5-dimethoxybenzene-1-sulfonate